CC1=C2C(=C3CC[C@@H](NC3=C1)C)N=C(N2CC2=CC=CC=C2)C(F)(F)F methyl-(S)-3-benzyl-7-methyl-2-(trifluoromethyl)-3,7,8,9-tetrahydro-6H-imidazo[4,5-f]quinoline